1-(3-{3-[1-(4-Amino-3-methyl-1H-pyrazolo[3,4-d]pyrimidin-1-yl)ethyl]-5-chloro-2-methoxy-6-methylphenyl}azetidin-1-yl)-2-methylpropan-2-ol NC1=C2C(=NC=N1)N(N=C2C)C(C)C=2C(=C(C(=C(C2)Cl)C)C2CN(C2)CC(C)(O)C)OC